3-mercaptopropyl-(dimethoxy)dimethylsilane SCCCC[Si](C)(OC)OC